[Ni].[Sn].C(C=C)(=O)OCCC[Si](OC)(OC)OC (3-acryloxypropyl)trimethoxysilane Tin-Nickel